FC=1C=C2C(C=C(N(C2=CC1)[C@H]1CN(CC1)C(=O)OC(C)(C)C)CO)=C=O (R)-tert-butyl 3-(6-fluoro-2-(hydroxymethyl)-4-carbonylquinolin-1(4H)-yl)pyrrolidine-1-carboxylate